formaldehyde potassium salt [K].C=O